OC1=CC=CC(=N1)C=1SCC(N1)O 2-(6-hydroxypyridin-2-yl)-4,5-dihydrothiazol-4-ol